(3aS,5aS,8R,8aS,9R,10aS)-9-(tert-butyl)-8,9-dihydroxy-6-phenyltetrahydro-4H,9H-furo[3'',2'':2',3']cyclopenta[1',2':3,4]furo[2,3-b]pyrrole-2,4,7(3H,8H)-trione C(C)(C)(C)[C@@]1(C[C@H]2[C@]3(C(O[C@@H]4N(C([C@@H]([C@@]431)O)=O)C4=CC=CC=C4)=O)CC(O2)=O)O